12'-(3-methoxypropoxy)-8'-oxo-1',2',8',13b'-tetrahydrospiro[cyclopropane-1,3'-pyrido[2,1-a]pyrrolo[1,2-c]phthalazine]-7'-carboxylic acid COCCCOC1=CC=2C3N(N4C(C2C=C1)=CC(C(=C4)C(=O)O)=O)C4(CC3)CC4